ClC1=C(C#N)C(=CC=N1)NC1=CC2=C(N(C(N2CC[C@@H](C)O)=O)C)C=C1 (R)-2-Chloro-4-((3-(3-hydroxybutyl)-1-methyl-2-oxo-2,3-dihydro-1H-benzo[d]imidazol-5-yl)amino)nicotinonitrile